[O-2].[Tb+3].[Co+2] cobalt-terbium oxide